ClC=1C=C2C(=CC(=NC2=CC1)C(F)(F)F)N[C@@H]1C[C@@H](CCC1)NC(=O)C=1C(=NN(C1)CC(C)(C)O)C(F)(F)F N-[(1R,3S)-3-{[6-chloro-2-(trifluoromethyl)quinolin-4-yl]amino}cyclohexyl]-1-(2-hydroxy-2-methylpropyl)-3-(trifluoromethyl)-1H-pyrazole-4-carboxamide